[N+](=O)([O-])[O-].[Ni+2].[N+](=O)([O-])[O-] nickelous nitrate